C(CCCCCCC\C=C/CCCCCCCC)(=O)O.[Eu] europium oleic acid